(2S)-3-(5-fluorobenzofuran-2-yl)sulfonyl-N-[[5-fluoro-4-[2-(trifluoromethyl)pyrimidin-5-yl]-2-pyridyl]methyl]-3-azabicyclo[2.1.1]hexane-2-carboxamide FC=1C=CC2=C(C=C(O2)S(=O)(=O)N2[C@@H](C3CC2C3)C(=O)NCC3=NC=C(C(=C3)C=3C=NC(=NC3)C(F)(F)F)F)C1